2-((1-benzyl-1H-pyrrolo(2,3-b)pyridine-5-yl)amino)-5-cyclopropyl-nicotinic acid C(C1=CC=CC=C1)N1C=CC=2C1=NC=C(C2)NC2=C(C(=O)O)C=C(C=N2)C2CC2